FC=1C=CC(=C(C(=O)NCC2=NOC(C2)C(=O)OCC)C1)C ethyl 3-[[(5-fluoro-2-methyl-benzoyl)amino]methyl]-4,5-dihydroisoxazole-5-carboxylate